N1=C(C=CC=2CCCCC12)NC(=O)C1=C(C(=O)O)C=C(C=C1)C(F)(F)F 2-((5,6,7,8-tetrahydroquinolin-2-yl)carbamoyl)-5-(trifluoromethyl)benzoic acid